oxybis(butan-1-ol) O(CCCCO)CCCCO